2,2-dichloro-N-[(1R,2S)-3-fluoro-1-hydroxy-1-(4-methylsulfonylphenyl)propan-2-yl]Acetamide cis-ethyl-3-[2-(4-formylphenoxy)ethoxy]cyclobutanecarboxylate C(C)OC(=O)[C@@H]1C[C@@H](C1)OCCOC1=CC=C(C=C1)C=O.ClC(C(=O)N[C@@H]([C@@H](C1=CC=C(C=C1)S(=O)(=O)C)O)CF)Cl